1,3-Di-O-(2-Ethyl)Butyryl-4,6-Di-O-Benzyl-2-Deoxy-β-D-Glucopyranose CCO[C@]1(C[C@@H](OCC)[C@H](OCC2=CC=CC=C2)[C@H](O1)COCC1=CC=CC=C1)C(CCC)=O